7-[4-(dimethylamino)-4-methylpiperidin-1-yl]-2-(4,6-dimethylpyrazolo[1,5-a]pyrazin-2-yl)-4H-pyrido[1,2-a]pyrimidin-4-one CN(C1(CCN(CC1)C=1C=CC=2N(C(C=C(N2)C2=NN3C(C(=NC(=C3)C)C)=C2)=O)C1)C)C